1,2-Epoxyphenoxypropane O(C12C(C=CC=C1)O2)CCC